(S)-N-(1-(tert-butyl)-6-cyano-5-methyl-1H-benzo[d]imidazol-2-yl)-3-hydroxy-3-phenylbutanamide C(C)(C)(C)N1C(=NC2=C1C=C(C(=C2)C)C#N)NC(C[C@@](C)(C2=CC=CC=C2)O)=O